3-ethoxysilyl-N-(1,3-dimethylbutylidene)propylamine C(C)O[SiH2]CCCN=C(CC(C)C)C